7-(4,6-Dimethyl-[1,3]thiazolo[5,4-c]pyridin-2-yl)-5-fluoro-3-(piperidin-4-yl)cinnoline CC1=NC(=CC2=C1SC(=N2)C2=CC(=C1C=C(N=NC1=C2)C2CCNCC2)F)C